ClC1=NC=CC(=C1)CC=1NC(=NC1)CC(F)(F)F 2-chloro-4-((2-(2,2,2-trifluoroethyl)-3H-imidazol-4-yl)methyl)pyridine